C1(CCCCCC1)[C@@H](C=1N=C2N(N=C(C=C2)CC2(C(NCC(C2)C(F)(F)F)=O)C(=O)O)C1)NC(=O)C1=CC=NN1CC 3-((2-((S)-cycloheptyl(1-ethyl-1H-pyrazole-5-carboxamido)methyl)imidazo[1,2-b]pyridazin-6-yl)methyl)-2-oxo-5-(trifluoromethyl)piperidine-3-carboxylic acid